C[Si](N(CC)CC)(N(CC)CC)N(CC)CC methyl-tri(N,N-diethylamino)silane